C1(=C(C=CC=C1)C=1C2=CC=CC=C2C(=C2C=CC(=CC12)N(C1=CC=CC=C1)C1=CC=C(C=C1)N1C2=CC=CC=C2C=2C=CC=CC12)C1=C(C=CC=C1)C1=CC=CC=C1)C1=CC=CC=C1 9,10-bis(1,1'-biphenyl-2-yl)-N-[4-(9H-carbazol-9-yl)phenyl]-N-phenylanthracen-2-amine